C(C)[C@@H]1CCC=2N1N=C(N2)C(=O)N[C@H]2COC1=C(N(C2=O)C)C=CC=C1 (5R)-5-ethyl-N-[(3S)-5-methyl-4-oxo-2,3-dihydro-1,5-benzoxazepin-3-yl]-6,7-dihydro-5H-pyrrolo[1,2-b][1,2,4]triazole-2-carboxamide